2-HYDROXY-3-METHYLPENTANOIC ACID OC(C(=O)O)C(CC)C